CS(=O)C1=CC=C(C=C1)[N+](=O)[O-] 1-(methylsulfinyl)-4-nitrobenzene